C(C)C1(CCC1)C1=CC=C2C=NC(=NN21)N[C@H]2[C@@H](COCC2)O (3S,4R)-4-{[7-(1-ethylcyclobutyl)pyrrolo[2,1-f][1,2,4]triazin-2-yl]amino}oxan-3-ol